(S)-N-(8-aminooctyl)-2-(4-(4-chlorophenyl)-2,3,9-trimethyl-6H-thieno[3,2-f][1,2,4]triazolo[4,3-a][1,4]diazepin-6-yl)acetamide hydrochloride Cl.NCCCCCCCCNC(C[C@H]1C=2N(C3=C(C(=N1)C1=CC=C(C=C1)Cl)C(=C(S3)C)C)C(=NN2)C)=O